CC1=C(C=CC=C1)N1N=CC(=C1)C=1SC=C(N1)C(=O)N([C@@H]1CNCC1)C(C)C 2-[1-(2-methylphenyl)-1H-pyrazol-4-yl]-N-(propan-2-yl)-N-[(3S)-pyrrolidin-3-yl]-1,3-thiazole-4-carboxamide